tert-butyl 4-(quinoxalin-2-yl)-3,6-dihydropyridine-1(2H)-carboxylate N1=C(C=NC2=CC=CC=C12)C=1CCN(CC1)C(=O)OC(C)(C)C